CC[C@@H](C(=O)N)N1CCCC1=O (-)-(S)-α-ethyl-2-oxo-1-pyrrolidineacetamide